FC1=C(C(=O)N(C)C)C(=CC(=C1)COC1=COC(=CC1=O)CN1CC2=CC=CC=C2C1)F 2,6-difluoro-4-(((6-(isoindolin-2-ylmethyl)-4-oxo-4H-pyran-3-yl)oxy)methyl)-N,N-dimethylbenzamide